C1(=CC=CC2=CC=CC=C12)CC(=O)O alpha-naphthyl-acetic acid